1-(5-ethynyl-1H-pyrrolo[2,3-b]pyridin-3-yl)-3-(4-(trifluoromethyl)phenyl)urea C(#C)C=1C=C2C(=NC1)NC=C2NC(=O)NC2=CC=C(C=C2)C(F)(F)F